tert-butyl ((5-((4-(phenethylthio)phenyl)sulfonyl)thiophen-2-yl)methyl)carbamate C(CC1=CC=CC=C1)SC1=CC=C(C=C1)S(=O)(=O)C1=CC=C(S1)CNC(OC(C)(C)C)=O